ClC1=C(C(=NC2=CC(=C(C=C12)Cl)OC)C)C1=CC(=C(C=C1)C1=CC=C(C=C1)F)OC(F)(F)F 4,6-dichloro-3-(4'-fluoro-2-(trifluoromethoxy)-[1,1'-biphenyl]-4-yl)-7-methoxy-2-methylquinoline